(S,E)-3-((S)-sec-butyl)-N'-cyano-6-fluoro-2-oxo-1,2,3,5-tetrahydro-4H-pyrido[3,4-e][1,4]diazepine-4-carboximidamide [C@H](C)(CC)[C@@H]1N(CC2=C(NC1=O)C=NC=C2F)/C(/N)=N/C#N